tert-butyl 8-[4-(2,6-dioxo-3-piperidyl)phenyl]-2,8-diazaspiro[4.5]decane-2-carboxylate O=C1NC(CCC1C1=CC=C(C=C1)N1CCC2(CCN(C2)C(=O)OC(C)(C)C)CC1)=O